(S)-3-(1-hydroxypropan-2-yl)-6-(6-methylpyridin-3-yl)-8-(pyridin-3-yl)pyrido[3,4-d]pyrimidin-4(3H)-one OC[C@H](C)N1C=NC2=C(C1=O)C=C(N=C2C=2C=NC=CC2)C=2C=NC(=CC2)C